tert-butyl N-[2-[4-[[tert-butyl(dimethyl)silyl]oxymethyl]cyclohexyl]-6-(1-hydroxy-1-methyl-ethyl)indazol-5-yl]carbamate [Si](C)(C)(C(C)(C)C)OCC1CCC(CC1)N1N=C2C=C(C(=CC2=C1)NC(OC(C)(C)C)=O)C(C)(C)O